oxetan-3-yl 3-(2-(4,4-dimethylpiperidin-1-yl)acetamido)-4-methylthiophene-2-carboxylate CC1(CCN(CC1)CC(=O)NC1=C(SC=C1C)C(=O)OC1COC1)C